hydroxyethylidene-3,4-methyleneaniline OCC=NC1=CC2=C(C=C1)C2